The molecule is a pentacyclic triterpenoid that is asiatic acid substituted by a hydroxy group at position 19. It has been isolated from the leaves of Rosa laevigata. It has a role as an anti-inflammatory agent and a plant metabolite. It is a pentacyclic triterpenoid, a hydroxy monocarboxylic acid and a tetrol. It derives from an asiatic acid. It derives from a hydride of an ursane. C[C@@H]1CC[C@@]2(CC[C@@]3(C(=CC[C@H]4[C@]3(CC[C@@H]5[C@@]4(C[C@H]([C@@H]([C@@]5(C)CO)O)O)C)C)[C@@H]2[C@]1(C)O)C)C(=O)O